methyl (1R,2S)-1-amino-2-butylcyclopropanecarboxylate N[C@]1([C@H](C1)CCCC)C(=O)OC